methyl 2-(4,4-difluoroazepan-1-yl)-6-methyl-6,7-dihydro-5H-pyrrolo[3,4-b]pyridine-3-carboxylate FC1(CCN(CCC1)C1=C(C=C2C(=N1)CN(C2)C)C(=O)OC)F